C(C)(SCCOC1(CC1)C=1SC=CC1Br)=O S-(2-(1-(3-bromothiophen-2-yl)cyclopropoxy)ethyl) ethanethioate